C(C=C)OC(=O)C=1C=C2N(C=CCN=C2)C1 pyrrolo[1,2-a][1,4]diazepine-8(3H)-carboxylic acid Allyl ester